C1OC2=C(O1)C=C(C=C2)NCCO.Cl Hydroxyethyl-3,4-methylenedioxyaniline hydrochloride